CC1(CCC(O1)C(C)(C)O)C=C 2-(tetrahydro-5-methyl-5-vinyl-2-furyl)propan-2-ol